N,N'-dimethyl-N,N'-dioctyl-hexyloxyethyl-malonamide CN(C(C(C(=O)N(CCCCCCCC)C)CCOCCCCCC)=O)CCCCCCCC